methyl 5-[(4-[[(tert-butoxy)carbonyl]amino]butyl)(propan-2-yl)sulfamoyl]-2-chloro-4-fluorobenzoate C(C)(C)(C)OC(=O)NCCCCN(S(=O)(=O)C=1C(=CC(=C(C(=O)OC)C1)Cl)F)C(C)C